(4-(6-(((S)-tetrahydrofuran-3-yl)oxy)benzo[d]oxazol-2-yl)pyridin-2-yl)methylketone O1C[C@H](CC1)OC1=CC2=C(N=C(O2)C2=CC(=NC=C2)C(=O)C)C=C1